ClC1=CC(=CN=N1)N1CCC(CC1)(C(=O)OCC)N1N=CC=C1C ethyl 1-(6-chloropyridazin-4-yl)-4-(5-methyl-1H-pyrazol-1-yl)piperidine-4-carboxylate